trimethylbenzoyl-ethoxy-phenyl-phosphine oxide CC1=C(C(=C(C=C1)P(OCC)(C(C1=CC=CC=C1)=O)=O)C)C